2,6-dimethylpyridine-5-d CC1=NC(=C(C=C1)[2H])C